ClC=1C=C(NC=2C3=C(N=CN2)C=CC(=N3)O[C@@H]3CN(CC3)C(C=C)=O)C=CC1OC(F)(F)F 1-[(3S)-3-[4-[3-chloro-4-(trifluoromethoxy)anilino]pyrido[3,2-d]pyrimidin-6-yl]oxypyrrolidin-1-yl]prop-2-en-1-one